2-(3-bromo-5-chlorophenyl)-[1,2,4]triazolo[1,5-a]pyridine BrC=1C=C(C=C(C1)Cl)C1=NN2C(C=CC=C2)=N1